(3-bromophenyl)methan-d-ol BrC=1C=C(C=CC1)C(O)[2H]